F.FC1=CC(=C(N)C=C1F)I 4,5-difluoro-2-iodoaniline hydrofluoride